benzyl 8-((tert-butyldiphenylsilyl)oxy)-2-(dimethylcarbamoyl)-4,6,7,8-tetrahydropyrazolo[4,3-c]azepine-5(2H)-carboxylate [Si](C1=CC=CC=C1)(C1=CC=CC=C1)(C(C)(C)C)OC1C=2C(CN(CC1)C(=O)OCC1=CC=CC=C1)=CN(N2)C(N(C)C)=O